COC=1C=C2C=CC(=CC2=CC1)C(=O)C12[C@@H](CC(C1)(C2)C2=CC=CC=C2)C2=NC=CC=C2 (6-methoxynaphthalen-2-yl)((1R,2R,4S)-4-phenyl-2-(pyridin-2-yl)bicyclo[2.1.1]hexan-1-yl)methanone